bipyridyl iodide salt [I-].N1=C(C=CC=C1)C1=NC=CC=C1